1-(5-chloro-6-(4,4-difluorocyclohexyl)pyridin-3-yl)-3-(5-hydroxy-1H-indol-3-yl)urea ClC=1C=C(C=NC1C1CCC(CC1)(F)F)NC(=O)NC1=CNC2=CC=C(C=C12)O